CN(CCN1C2(CCN3NC4CCN(CC4C3C1)C(=O)C=1NC3=CC=CC=C3C1)CC2)C 13'-[2-(dimethylamino)ethyl]-4'-(1H-indole-2-carbonyl)-4',8',9',13'-tetraazaspiro[cyclopropane-1,12'-tricyclo[7.5.0.02,7]tetradecane]